C(#N)C1=CC=C(C=C1)C1=C2C(=CN=C1)N(C=C2)S(=O)(=O)C2=CC=C(C#N)C=C2 4-{[4-(4-cyanophenyl)-1H-pyrrolo[2,3-c]pyridin-1-yl]sulfonyl}benzonitrile